BrC1=CC2=C(C3=C(N2C(C)CCCC)C=C(S3)Br)S1 2,6-dibromo-4-(2-hexyl)-4H-dithieno[3,2-b:2',3'-d]pyrrole